6-amino-4-oxo-1,4-dihydroquinoline-3-carboxylic Acid NC=1C=C2C(C(=CNC2=CC1)C(=O)O)=O